1-(cyanomethyl)-3-(2'-(2,6-difluoro-3,5-dimethoxyphenyl)-3'-oxo-2',3'-dihydro-1'H-spiro[cyclopropane-1,4'-[2,7]naphthyridin]-6'-yl)-1H-pyrazole-4-carbonitrile C(#N)CN1N=C(C(=C1)C#N)C=1C=C2C3(C(N(CC2=CN1)C1=C(C(=CC(=C1F)OC)OC)F)=O)CC3